C1(=CC=CC(=C1)C1=CC=CC=C1)C1=NC(=NC(=N1)C1=CC=CC(=C1)C1=CC=CC=C1)C1=CC=CC(=C1)C1=CC=CC=C1 2,4,6-tri(biphen-3-yl)-1,3,5-triazine